CC[C@H](C)CBr (S)-(+)-1-bromo-2-methylbutane